BrC1=CC2=C(C(=C(O2)C(=O)OCC)C2(CC2)C#N)C=C1 ethyl 6-bromo-3-(1-cyanocyclopropyl)benzofuran-2-carboxylate